[C@H](C)(CC)[C@@H]1N(CC2=C(NC1=O)C=CC=C2)C(=O)C2CN(C(C2)=O)C (3S)-3-((S)-sec-butyl)-4-(1-methyl-5-oxopyrrolidine-3-carbonyl)-1,3,4,5-tetrahydro-2H-benzo[e][1,4]diazepin-2-one